N[C@@H]1CN(CC[C@@H]1O)C1=NC2=C(N1CC1=NC=C(C#N)C=C1)C=CC(=C2)F 6-((2-((3R,4S)-3-Amino-4-hydroxypiperidin-1-yl)-5-fluoro-1H-benzo[d]imidazol-1-yl)methyl)nicotinonitril